C(#N)[C@H](CC1=CC=C(C=C1)C=1C=CC2=C(N(C(O2)=O)C)C1)NC(=O)[C@H]1OC[C@H](CCNC1)OC |o1:27| (2S,7S*)-N-[(1S)-1-cyano-2-[4-(3-methyl-2-oxo-2,3-dihydro-1,3-benzoxazol-5-yl)phenyl]ethyl]-7-methoxy-1,4-oxazocane-2-carboxamide